C(C)(C)(C)C1=NN(C=C1)C1=C(C(=O)O)C=C(C=C1)NC(=O)C1(CC1)C1=C(C=C(C=C1)OC(F)(F)F)F 2-(3-tert-Butyl-1H-pyrazol-1-yl)-5-[({1-[2-fluoro-4-(trifluoromethoxy)phenyl]cyclopropyl}carbonyl)amino]benzoic acid